1-tert-Butoxycarbonyl-3-(difluoromethyl)azetidine-3-carboxylic acid C(C)(C)(C)OC(=O)N1CC(C1)(C(=O)O)C(F)F